[O-2].[Al+3].[Ta+5].[O-2].[O-2].[O-2] tantalum-aluminum oxide